O=C1NC(CCC1NC1=CC(=C(C=C1)N1CCC(CC1)CC(=O)OC(C)(C)C)F)=O tert-butyl 2-[1-[4-[(2,6-dioxo-3-piperidyl)amino]-2-fluoro-phenyl]-4-piperidyl]acetate